2-((4-Amino-3-(3-hydroxyphenyl)-1H-pyrazolo[3,4-d]pyrimidin-1-yl)methyl)-5-ethynyl-3-(4-(methylsulfonyl)benzyl)quinazolin-4(3H)-one NC1=C2C(=NC=N1)N(N=C2C2=CC(=CC=C2)O)CC2=NC1=CC=CC(=C1C(N2CC2=CC=C(C=C2)S(=O)(=O)C)=O)C#C